FC1=C(C(=O)N([C@H]2CN(CCC2)C(=O)OC(C)(C)C)C2=NC=CC(=C2)I)C=CC(=C1)N1N=NC=2C1=NC=CC2 tert-butyl (3R)-3-[[2-fluoro-4-(triazolo[4,5-b]pyridin-3-yl)benzoyl]-(4-iodo-2-pyridyl)amino]piperidine-1-carboxylate